tert-butyl (3-((3-carbamoyl-5-ethyl-6-methylpyrazin-2-yl)amino)phenethyl)carbamate C(N)(=O)C=1C(=NC(=C(N1)CC)C)NC=1C=C(CCNC(OC(C)(C)C)=O)C=CC1